3-{3-[4-(4-Amino-5-{4-[bis(2-hydroxyethyl)amino]phenyl-imino}-2-hydroxyphenylamino)phenylamino]propyl}-1-methyl-3H-imidazol NC1C=C(C(=CC1=NC1=CC=C(C=C1)N(CCO)CCO)NC1=CC=C(C=C1)NCCCN1CN(C=C1)C)O